NC1=CC=C(CNC([O-])=O)C=C1 para-aminobenzyl-carbamate